(R)-1-(3-(4-((3-chloro-2-fluorophenyl)amino)pyrido[3,2-d]pyrimidin-6-yl)pyrrolidin-1-yl)prop-2-en-1-one ClC=1C(=C(C=CC1)NC=1C2=C(N=CN1)C=CC(=N2)[C@H]2CN(CC2)C(C=C)=O)F